4-((1H-imidazol-1-yl)methyl)-N'-(2,2-difluoroacetyl)benzoyl-hydrazine N1(C=NC=C1)CC1=CC=C(C(=O)NNC(C(F)F)=O)C=C1